methyl (2E)-2-methoxyimino-2-[3-methyl-2-[[(E)-1-[5-(trifluoromethyl)-3-pyridyl]ethylideneamino]oxymethyl]phenyl]acetate CO\N=C(\C(=O)OC)/C1=C(C(=CC=C1)C)CO/N=C(\C)/C=1C=NC=C(C1)C(F)(F)F